2-(1H-pyrazol-3-yl)[1,2,4]triazolo[1,5-c]quinazolin-5(6H)-one N1N=C(C=C1)C1=NN2C(NC=3C=CC=CC3C2=N1)=O